ClC=1C=C2C(=NC1OC)C(=C(N2C)C2=NC(=NN2)[C@H](C(F)F)O)N2C=NC=C2 (R)-1-(5-(6-chloro-3-(1H-imidazol-1-yl)-5-methoxy-1-methyl-1H-pyrrolo[3,2-b]-pyridin-2-yl)-1H-1,2,4-triazol-3-yl)-2,2-difluoro-ethan-1-ol